COC1=C2C=C(NC2=CC=C1)C(=O)N[C@H](C(NC(C=O)CC1C(NC2(C1)CCCCC2)=O)=O)CC(C)C 4-methoxy-N-((2S)-4-methyl-1-oxo-1-((1-oxo-3-(2-oxo-1-azaspiro[4.5]decan-3-yl)propan-2-yl)amino)pentan-2-yl)-1H-indole-2-carboxamide